FC(C(=O)O)(F)F.C(C)OC(CC(=O)[C@H]1NC[C@@H](C1)F)=O 3-((2S,4R)-4-fluoropyrrolidin-2-yl)-3-oxopropionic acid ethyl ester trifluoroacetate